C1(CC1)C1=NC(=NN1)NC(=S)NC(C1=CC=CC=C1)=O N-[(5-cyclopropyl-1H-1,2,4-triazol-3-yl)carbamothioyl]benzamide